6-amino-5-((2,3-dichlorophenyl)thio)-2-(hexahydropyrrolo[3,4-c]pyrrol-2(1H)-yl)-3-methylpyrimidin-4(3H)-one NC1=C(C(N(C(=N1)N1CC2CNCC2C1)C)=O)SC1=C(C(=CC=C1)Cl)Cl